(4-(3-hydroxyoxetan-3-yl)phenyl)(4-(p-tolyl)piperidin-1-yl)methanone OC1(COC1)C1=CC=C(C=C1)C(=O)N1CCC(CC1)C1=CC=C(C=C1)C